C(CCC)O[Si]([O-])([O-])[O-] Butylsilicate